(benzyl-(methyl)amino)-N-(3-isopropoxyphenyl)-7-(1H-pyrazol-4-yl)pyrazolo[1,5-a]pyrimidine-2-carboxamide C(C1=CC=CC=C1)N(C)C=1C(=NN2C1N=CC=C2C=2C=NNC2)C(=O)NC2=CC(=CC=C2)OC(C)C